2-(1-(1-(5-cyclopropylpyrimidin-2-yl)piperidin-4-yl)ethoxy)-5-(6-(methylsulfonyl)pyridin-3-yl)thiazolo[5,4-b]pyridin C1(CC1)C=1C=NC(=NC1)N1CCC(CC1)C(C)OC=1SC2=NC(=CC=C2N1)C=1C=NC(=CC1)S(=O)(=O)C